NC1=NC(=NC=C1)C(C)(C)O 2-(4-Aminopyrimidin-2-yl)propan-2-ol